cis-Resveratrol 4'-sulfate S(=O)(=O)(O)OC1=CC=C(\C=C/C2=CC(O)=CC(O)=C2)C=C1